N[C@@H]1CC2=C(C=CC=C2C12CCN(CC2)C2=NC(=C(N=C2)SC2=C(C(=NC=C2)N)Cl)N)NC(C)=O (R)-N-(2-amino-1'-(6-amino-5-((2-amino-3-chloropyridin-4-yl)thio)pyrazin-2-yl)-2,3-dihydrospiro[indene-1,4'-piperidin]-4-yl)acetamide